O=C[C@H](O)[C@@H](O)CC(=O)C(=O)[O-] 5-dehydro-4-deoxy-D-glucuronate